CCCCCC R-normal hexane